4-[6-amino-5-(4-tert-butyl-benzyloxy)-pyridin-3-yl]-benzoic acid NC1=C(C=C(C=N1)C1=CC=C(C(=O)O)C=C1)OCC1=CC=C(C=C1)C(C)(C)C